FC1=C(C=C(C(=O)N(C)[C@@H](C(C)C)CN2C[C@H](CC2)O)C=C1)C 4-Fluoro-N-[(1S)-1-{[(3S)-3-hydroxypyrrolidin-1-yl]methyl}-2-methylpropyl]-N,3-dimethylbenzamide